C(C)(C)(C)OC(NC1(CN(CC1)CC1=CC=CC=C1)C(F)(F)F)=O (1-benzyl-3-(trifluoromethyl)pyrrolidin-3-yl)carbamic acid tert-butyl ester